N[C@@H]1CN(CC1)C(=O)C1=NNC(=C1C(C)C)C=1C=C(C=2N(C1)N=CN2)C (S)-(3-aminopyrrolidin-1-yl)(4-isopropyl-5-(8-methyl-[1,2,4]triazolo[1,5-a]pyridin-6-yl)-1H-pyrazol-3-yl)methanone